azobis(2-hydroxymethylpropionitrile) N(=NC(C#N)(C)CO)C(C#N)(C)CO